3,6-dimethoxy-o-dinitrobenzene COC=1C(=C(C(=CC1)OC)[N+](=O)[O-])[N+](=O)[O-]